CC=1OC=C(N1)C1=CC=C(C=C1)CN 1-[4-(2-methyl-1,3-oxazol-4-yl)phenyl]methanamine